6-[(E)-2-(aminomethyl)-3-fluoro-allyloxy]-2-(2-oxo-2-pyrrolidin-1-yl-ethyl)-3,4-dihydroisoquinoline-1-one hydrochloride Cl.NC/C(/COC=1C=C2CCN(C(C2=CC1)=O)CC(N1CCCC1)=O)=C\F